C(C)(C)(C)OC(=O)N1[C@@H](CN(CC1)CCC([C@@H](C(=O)O)NC(=O)OC1=CC=CC=C1)(C)C)C(=O)OC (S)-5-((S)-4-(tert-butoxycarbonyl)-3-(methoxycarbonyl)piperazin-1-yl)-3,3-dimethyl-2-((phenoxycarbonyl)amino)pentanoic acid